2-(2-azido-3-fluoro-propyl)isoindoline-1,3-dione N(=[N+]=[N-])C(CN1C(C2=CC=CC=C2C1=O)=O)CF